[Rb].N1=C(C=CC=C1)C1=C(C(=CC(=C1)C1=CC=C(C=C1)C=1C=NC=CC1)C1=CC=C(C=C1)C=1C=NC=CC1)O 2-(pyridin-2-yl)-4,6-bis(4-(pyridin-3-yl)phenyl)phenol rubidium